(3S)-5-chloro-6'-(trifluoromethyl)-2H-spiro[benzofuran-3,3'-indolin]-2'-one ClC=1C=CC2=C(C1)[C@]1(C(NC3=CC(=CC=C13)C(F)(F)F)=O)CO2